COC1=CC=C(C=C1)C(C(C)(O)C)O 1-(4-methoxyphenyl)-2-methyl-1,2-propanediol